(S)-N-(amino(5-(2-hydroxypropan-2-yl)thiazol-2-yl)(oxo)-λ6-sulfaneylidene)-2-(2,6-diisopropyl-4-(methoxymethyl)phenyl)acetamide N[S@@](=NC(CC1=C(C=C(C=C1C(C)C)COC)C(C)C)=O)(=O)C=1SC(=CN1)C(C)(C)O